3-cyclohexenyl-2-phenyl-5-(pyridin-2-ylamino)-6-(quinolin-6-yl)pyrazolo[1,5-a]-pyrimidin-7(4H)-one C1(=CCCCC1)C=1C(=NN2C1NC(=C(C2=O)C=2C=C1C=CC=NC1=CC2)NC2=NC=CC=C2)C2=CC=CC=C2